indole-3-butyric acid potassium salt [K+].N1C=C(C2=CC=CC=C12)CCCC(=O)[O-]